FC(C(=O)N1CC(C1)N1N=C(C=2C1=NC=CC2)C#CC2=CN=CN2C)=C 2-fluoro-1-(3-(3-((1-methyl-1H-imidazol-5-yl)ethynyl)-1H-pyrazolo[3,4-b]pyridin-1-yl)azetidin-1-yl)prop-2-en-1-one